FC=1C=C(C=NC1)S(=O)(=O)NC(C(F)(F)F)C1=CC=C(C=C1)F 5-fluoro-N-(2,2,2-trifluoro-1-(4-fluorophenyl)ethyl)pyridine-3-sulfonamide